N-2-butenyl-2,4-dimethylaniline C(C=CC)NC1=C(C=C(C=C1)C)C